CC1=CC=C(O1)CC1=C(C(=O)N)C=CC=C1NC=1N=NC(=CC1)C(C)C [(5-methylfuran-2-yl)methyl]-3-{[6-(propan-2-yl)pyridazin-3-yl]amino}benzamide